7-chloro-2,3-dihydrobenzo[b][1,4]dioxine-5-carbaldehyde ClC=1C=C(C2=C(OCCO2)C1)C=O